5-(2,4,5-trifluorobenzyl)thiazolo[5,4-c]pyridin-5-ium FC1=C(C[N+]2=CC3=C(C=C2)N=CS3)C=C(C(=C1)F)F